C(C=C)(=O)NC1CN(CCO1)C1=CC=CC=C1C(=O)NC1=NNC(=C1)CCC1=C(C(=CC(=C1Cl)OC)OC)Cl 2-acrylamido-N-(5-(2,6-dichloro-3,5-dimethoxyphenethyl)-1H-pyrazol-3-yl)-4-morpholinebenzamide